C(C1=CC=CC=C1)OC=1C=C(C=C(C1N1S(NC(C1)=O)(=O)=O)F)NS(=O)(=O)C1=CC=CC=C1 N-[3-(benzyloxy)-4-(1,1-dioxido-4-oxo-1,2,5-thiadiazolidin-2-yl)-5-fluorophenyl]benzenesulfonamide